ethyl 6-fluoro-2-methyl-5-((4-methylthiazol-5-yl)methoxy)benzofuran-3-carboxylate FC1=CC2=C(C(=C(O2)C)C(=O)OCC)C=C1OCC1=C(N=CS1)C